N6-(tert-butoxycarbonyl)-N2-((32-(4-(2-(methylthio)pyrimidin-5-yl)-1H-1,2,3-triazol-1-yl)-5-oxo-3,9,12,15,18,21,24,27,30-nonaoxa-6-azadotriacontanoyl)-L-valinyl)-L-lysine C(C)(C)(C)OC(=O)NCCCC[C@H](NC([C@@H](NC(COCC(NCCOCCOCCOCCOCCOCCOCCOCCOCCN1N=NC(=C1)C=1C=NC(=NC1)SC)=O)=O)C(C)C)=O)C(=O)O